FC1=C(OC2=C3C(=NC=C2)N(C=C3C=3CCN(CC3)C)COCC[Si](C)(C)C)C(=CC(=C1)[N+](=O)[O-])F 4-(2,6-difluoro-4-nitrophenoxy)-3-(1-methyl-1,2,3,6-tetrahydropyridin-4-yl)-1-{[2-(trimethylsilyl)ethoxy]methyl}-1H-pyrrolo[2,3-b]pyridine